C(C)(C)(C)OC(=O)N1[C@@H](CN(CC1)C=1C2=C(N=CN1)N(C=C2C2=C(C=CC=C2)F)S(=O)(=O)C2=CC=C(C)C=C2)C (R)-4-(5-(2-fluorophenyl)-7-tosyl-7H-pyrrolo[2,3-d]pyrimidin-4-yl)-2-methylpiperazine-1-carboxylic acid tert-butyl ester